11-(3-chlorobenzyl)-11H-[1,2,3]Triazolo[1',5':1,2]Pyrido[3,4-b]Indole ClC=1C=C(CN2C3=C(C4=CC=CC=C24)C=CN2C3=CN=N2)C=CC1